(4-(benzothiazol-6-yl)-5-methoxypyrimidin-2-yl)amine S1C=NC2=C1C=C(C=C2)C2=NC(=NC=C2OC)N